C(C)N(CC)CCOC=1C(=C(C2=CC=CC=C2C1)SC1=CC=CC2=CC=CC=C12)O diethylaminoethoxynaphthalen-1-yl-thionaphthalen-2-ol